C(N)(=O)C1=C(SC=2C(OC(CC21)(C)C)(C)C)N2N=C(C=C2)C(=O)N (3-carbamoyl-5,5,7,7-tetramethyl-5,7-dihydro-4H-thieno[2,3-c]pyran-2-yl)-1H-pyrazole-3-carboxamide